Trans-dimethylsilanediyl-[2-methyl-4-(4-tert-butylphenyl)-5-methoxy-6-tert-butylinden-1-yl][2-methyl-4-(3,5-di-tert-butylphenyl)-5,6,7-trihydro-s-indacen-1-yl]zirconium dichloride [Cl-].[Cl-].C[Si](=[Zr+2](C1=C(C=C2C(C=3CCCC3C=C12)C1=CC(=CC(=C1)C(C)(C)C)C(C)(C)C)C)C1C(=CC2=C(C(=C(C=C12)C(C)(C)C)OC)C1=CC=C(C=C1)C(C)(C)C)C)C